COCC(COC)N(CCC[C@H](C(C)C)N1CC2(C1)CN(CC2)C=2N=CN=NC2OC2=C(C(=O)N(C(C)C)CC)C=C(C=C2)F)C (R)-2-((5-(2-(6-((1,3-dimethoxyprop-2-yl)(methyl)amino)-2-methylhex-3-yl)-2,6-diazaspiro[3.4]oct-6-yl)-1,2,4-triazin-6-yl)oxy)-N-ethyl-5-fluoro-N-isopropylbenzamide